C(C1=CC=CC=C1)ON1C(C2(C1)CC1(C(N(C1)OCC1=CC=CC=C1)=O)N(C2)C(=O)OC(C)(C)C)=O tert-butyl 2,8-bis(benzyloxy)-1,7-dioxo-2,8,10-triaza-dispiro[3.1.36.24]undecane-10-carboxylate